C(C1=CC=CC=C1)NC1=NC(=CC=C1C(=O)N)N1C=NC2=C1C=C(C(=C2)OC)OC 2-(benzylamino)-6-(5,6-dimethoxybenzimidazol-1-yl)pyridine-3-carboxamide